CC1=CC=CC(=N1)C1=NC=CC(=N1)NC1=NC(=NC=C1)NC=1C=CC(=NC1)C(=O)O[C@H](C)C1CCNCC1 [(1R)-1-(4-piperidyl)ethyl] 5-[[4-[[2-(6-methyl-2-pyridyl)pyrimidin-4-yl]amino]pyrimidin-2-yl]amino]pyridine-2-carboxylate